C(CCCC(=O)[O-])(=O)[O-].[Na+].[Na+] Natrium glutarat